tert-butyl 7-([1-[5-chloro-4-([1-isopropyl-3-[(methylcarbamoyl)methoxy]-2-oxoquinolin-6-yl]amino)pyrimidin-2-yl]piperidin-4-yl]oxy)-2-azaspiro[3.5]nonane-2-carboxylate ClC=1C(=NC(=NC1)N1CCC(CC1)OC1CCC2(CN(C2)C(=O)OC(C)(C)C)CC1)NC=1C=C2C=C(C(N(C2=CC1)C(C)C)=O)OCC(NC)=O